Cl.FC1(CCC(CC1)NC(=O)C=1SC(=C(C1)[C@H]1[C@@H](C1)NCC1CCOCC1)C)F N-(4,4-difluorocyclohexyl)-5-methyl-4-(trans-2-((tetrahydro-2H-pyran-4-ylmethyl)amino)cyclopropyl)thiophene-2-carboxamide Hydrochloride